2-Hydroxy-2,4,6-cycloheptatrien-1-one OC=1C(C=CC=CC1)=O